Butyl N-[(3R)-4-[(4aR,8aS)-3,4,4a,5,6,7,8,8a-octahydro-2H-quinolin-1-yl]-3-[cyclopropyl-[(2,4-dimethoxyphenyl)methyl]amino]-4-oxo-butyl]-N-methyl-carbamate N1(CCC[C@H]2CCCC[C@H]12)C([C@@H](CCN(C(OCCCC)=O)C)N(CC1=C(C=C(C=C1)OC)OC)C1CC1)=O